((5-(3,5-dimethyl-1-(tetrahydro-2H-pyran-2-yl)-1H-pyrazol-4-yl)pyridin-2-yl)methyl)-5,6,7,8-tetrahydroquinolin-8-amine CC1=NN(C(=C1C=1C=CC(=NC1)CC1=NC=2C(CCCC2C=C1)N)C)C1OCCCC1